FC=1C=C(C(=NC1)OC)C(COC)N1N=CC(=C1)NC([C@H](C1CCC(CC1)C)NC(=O)C=1N(N=CC1)C(C)C)=O N-[(1S)-2-[[1-[1-(5-fluoro-2-methoxy-3-pyridyl)-2-methoxy-ethyl]pyrazol-4-yl]amino]-1-(4-methylcyclohexyl)-2-oxo-ethyl]-2-isopropyl-pyrazole-3-carboxamide